1,7-heptanediol oxalate C(C(=O)O)(=O)O.C(CCCCCCO)O